NC(CCC=1C(NC(NC1)=O)=O)C(=O)O (3-amino-3-carboxypropyl)uracil